5-chloro-1-(4-(5-(difluoromethyl)-1,3,4-oxadiazol-2-yl)benzyl)-3-(1-methylpiperidin-4-yl)-1,3-dihydro-2H-benzo[d]imidazol-2-one ClC1=CC2=C(N(C(N2C2CCN(CC2)C)=O)CC2=CC=C(C=C2)C=2OC(=NN2)C(F)F)C=C1